O1CCOC2=C1C=CC(=C2)C=2N=C(NC2C2=NC=CC=C2)C2=CC=C(C(=O)N)C=C2 4-[4-(2,3-dihydro-1,4-benzodioxin-6-yl)-5-(2-pyridyl)-1H-imidazol-2-yl]benzamide